C([C@@H](O)C)(=O)[O-] (S)-Lactate